ClC=1C=C2C(N(C(=NC2=CC1)NC1=CC(=CC=C1)F)C1=CC=CC=C1)=O 6-chloro-2-(3-fluoroanilino)-3-phenylquinazolin-4(3H)-one